ClC1=C(OCC2(CC2)C(=O)NC2CCN(CC2)C)C=CC=C1 1-((2-chlorophenoxy)methyl)-N-(1-methylpiperidin-4-yl)cyclopropane-1-carboxamide